bis(1,5-cyclooctadiene) rhodium (I) bromide [Rh]Br.C1=CCCC=CCC1.C1=CCCC=CCC1